(5-bromo-2-methylphenyl)({5-[2-(3-fluoroazetidin-1-yl)ethyl]-2-oxo-4-(trifluoromethyl)pyridin-1-yl})acetic acid BrC=1C=CC(=C(C1)C(C(=O)O)N1C(C=C(C(=C1)CCN1CC(C1)F)C(F)(F)F)=O)C